(but-3-en-1-yloxy)triisopropylsilane C(CC=C)O[Si](C(C)C)(C(C)C)C(C)C